C(C)C(C(=O)OCC)(CCC(=O)OCC1=CC=CC=C1)C(CC)=O O5-benzyl O1-ethyl 2-ethyl-2-propanoyl-pentanedioate